TMS-alanine [Si](C)(C)(C)N[C@@H](C)C(=O)O